C(C)C=1C=C(C=2N(C(C=C(N2)N2CCCCC2)=O)C1)C(C)NC1=C(C(=O)O)C=CC=C1 2-((1-(7-ethyl-4-oxo-2-(piperidin-1-yl)-4H-pyrido[1,2-a]pyrimidin-9-yl)ethyl)amino)benzoic acid